C1(=CC(=CC=C1)C(S)S)C(S)S 3-benzenedimethanedithiol